Cl.BrC1=NC(=C(C2=C1CCC2)Br)C(CC2=CC(=CC(=C2)F)F)N 1-(1,4-dibromo-6,7-dihydro-5H-cyclopenta[c]pyridin-3-yl)-2-(3,5-difluorophenyl)ethan-1-amine hydrochloride